(S)-N-hydroxy-3-(naphthalen-2-yl)-4-(tetrahydro-2H-pyran-4-carbonyl)-2,3,4,5-tetrahydrobenzo[f][1,4]oxazepine-8-carboxamide ONC(=O)C1=CC2=C(CN([C@H](CO2)C2=CC3=CC=CC=C3C=C2)C(=O)C2CCOCC2)C=C1